butyl 2-hydroxyisobutyrate (methyl 2-hydroxy-2-methylpropionate) CCC(C(=O)O)(C)O.OC(C(=O)OCCCC)(C)C